6-(4-fluorophenyl)-5-(methylthio)pyridinecarboxylic acid FC1=CC=C(C=C1)C1=C(C=CC(=N1)C(=O)O)SC